Cl.NCCS(=O)(=O)NCC1=NC=CC=C1 2-amino-N-(pyridin-2-ylmethyl)ethane-1-sulfonylamine hydrochloride